mono-propylene glycol CC(CO)O